rac-benzyl ((2S,3S,4R)-2-cyclopropyl-7-methoxy-3-methyl-1,2,3,4-tetrahydroquinolin-4-yl)carbamate C1(CC1)[C@@H]1NC2=CC(=CC=C2[C@@H]([C@H]1C)NC(OCC1=CC=CC=C1)=O)OC |r|